(S)-(2'-(4,5-Dimethyl-1H-imidazol-2-yl)-3,4'-bipyridin-5-yl)(3-hydroxypyrrolidin-1-yl)methanone CC=1N=C(NC1C)C1=NC=CC(=C1)C=1C=NC=C(C1)C(=O)N1C[C@H](CC1)O